1-allyl-3-methylimidazolium glutamate N[C@@H](CCC(=O)[O-])C(=O)[O-].C(C=C)N1C=[N+](C=C1)C.C(C=C)N1C=[N+](C=C1)C